tert-butyl 2-((acetylthio)methyl)-7,8-dihydro-4H-pyrazolo[1,5-a][1,4]diazepine-5(6H)-carboxylate C(C)(=O)SCC1=NN2C(CN(CCC2)C(=O)OC(C)(C)C)=C1